Maleoyl-Lysine C(\C=C/C(=O)O)(=O)N[C@@H](CCCCN)C(=O)O